COCCCOC1=C2C(=NC(=C1)C1=CN(C3=CN=C(C=C31)NC(C)=O)C)C3(OCC2)COCC3 N-(3-(4'-(3-Methoxypropoxy)-4,5,5',6'-Tetrahydro-2H-Spiro[Furan-3,8'-Pyrano[3,4-b]Pyridin]-2'-yl)-1-Methyl-1H-Pyrrolo[2,3-c]pyRidin-5-yl)Acetamide